NCC1=CC(=NC=C1)OC[C@H]1N(C[C@@H](C1)C1CCCCC1)S(=O)(=O)N1CCS(CC1)(=O)=O 4-(((2S,4S)-2-(((4-(aminomethyl)pyridin-2-yl)oxy)methyl)-4-cyclohexylpyrrolidin-1-yl)sulfonyl)thiomorpholine 1,1-dioxide